(1R,2S,5S)-N-{(2S)-1-amino-1-oxo-3-[(3S)-2-oxopyrrolidin-3-yl]propan-2-yl}-6,6-dimethyl-3-(3-methyl-L-valyl)-3-azabicyclo[3.1.0]hexane-2-carboxamide, hydrochloride Cl.NC([C@H](C[C@H]1C(NCC1)=O)NC(=O)[C@@H]1[C@H]2C([C@H]2CN1C([C@@H](N)C(C)(C)C)=O)(C)C)=O